F[C@H]1CN(C[C@@H](C1)NC1=NC=C(C=N1)C(F)(F)F)C1=NC2=C(N1C)C=C(C(=C2)NC(\C=C\COC)=O)C (E)-N-(2-((3R,5R)-3-Fluoro-5-((5-(trifluoromethyl)pyrimidin-2-yl)amino)piperidin-1-yl)-1,6-dimethyl-1H-benzo[d]imidazol-5-yl)-4-methoxybut-2-enamide